N-(2-aminopropyl)-3-aminopropanol NC(CNCCCO)C